C1(CC1)C(=O)NC1=NC=C(C(=O)NC([2H])([2H])[2H])C(=C1)NC1=NC=CC(=C1OC)C1=NC=C(C=C1)NC(=O)C1CC1 6-(cyclopropanecarboxamido)-4-((5-(cyclopropanecarboxamido)-3'-methoxy-[2,4'-bipyridyl]-2'-yl)amino)-N-(methyl-d3)nicotinamide